Cl.C12CC(CC(CCC1)N2)N(C=2SC1=C(C=NC(=C1)C=1C=CC=3N(C1)C=C(N3)C)N2)C N-(9-Azabicyclo[3.3.1]non-3-yl)-N-methyl-6-(2-methylimidazo[1,2-a]pyridin-6-yl)[1,3]thiazolo[4,5-c]pyridin-2-amin-Hydrochlorid